tert-Butyl-3-[[3-(4,4,5,5-tetramethyl-1,3,2-dioxaborolan-2-yl)-2-pyridyl]oxy]azetidine-1-carboxylate C(C)(C)(C)OC(=O)N1CC(C1)OC1=NC=CC=C1B1OC(C(O1)(C)C)(C)C